(3s,5s)-3-aminomethyl-7-(2-fluoro-ethoxy)-5-methyl-heptanoic acid NC[C@H](CC(=O)O)C[C@@H](CCOCCF)C